2-(1-(2-(2-methoxyphenyl)-2-((tetrahydro-2H-pyran-4-yl)oxy)ethyl)-5-methyl-6-(oxazol-2-yl)-2,4-dioxo-1,2-dihydrothieno[2,3-d]pyrimidin-3(4H)-yl)-2-methylpropanoic acid tert-butyl ester C(C)(C)(C)OC(C(C)(C)N1C(N(C2=C(C1=O)C(=C(S2)C=2OC=CN2)C)CC(OC2CCOCC2)C2=C(C=CC=C2)OC)=O)=O